C1(=CC=CC2=CC=CC=C12)N(C1=CC=C(C=C1)C1=CC=C(N(C2=CC=CC=C2)C2=CC=CC3=CC=CC=C23)C=C1)C1=CC=CC=C1 N,N'-di(1-naphthalenyl)-N,N'-diphenylbenzidine